tert-Butyl N-[2-[[5-(4,4,5,5-tetramethyl-1,3,2-dioxaborolan-2-yl)-2-pyridyl]amino]ethyl]carbamate CC1(OB(OC1(C)C)C=1C=CC(=NC1)NCCNC(OC(C)(C)C)=O)C